CC1CC2(CN1)OC1=C(C2)C=CC=C1 5'-methyl-3H-spiro[benzofuran-2,3'-pyrrolidine]